N,N-bis(carboxylatomethyl)glutamic acid C(=O)([O-])CN([C@@H](CCC(=O)O)C(=O)O)CC(=O)[O-]